2-ethylhexanoic acid (+/-)-methyl ester COC(C(CCCC)CC)=O